C(C)(C)(C)NC(O[C@@H]1CO[C@@H](C1)C1=CC(=NN1)NC(=O)C1=CC=NN1C)=O cis-5-(3-(1-methyl-1H-pyrazole-5-carboxamido)-1H-pyrazol-5-yl)tetrahydrofuran-3-yl tert-butylcarbamate